3-chloro-4-(difluoromethoxy)-2-fluoroaniline ClC=1C(=C(N)C=CC1OC(F)F)F